rac-N-{(5R,6S)-5-[([1,1'-biphenyl]-3-yl)methyl]-3-cyclopropyl-4-oxo-3,4,5,6,7,8-hexahydroquinazolin-6-yl}methanesulfonamide C1(=CC(=CC=C1)C[C@@H]1C=2C(N(C=NC2CC[C@@H]1NS(=O)(=O)C)C1CC1)=O)C1=CC=CC=C1 |r|